FC(CC=1C=CC(=NC1)C=O)(F)F 5-(2,2,2-trifluoroethyl)pyridine-2-carbaldehyde